ClC1=NC(=NC2=CC3=C(C=C12)N(C=CO3)C3COCC3)C 4-chloro-2-methyl-6-(tetrahydrofuran-3-yl)-6H-[1,4]oxazino[3,2-g]quinazoline